(3R)-N-[4-(3-cyanophenyl)-5-(2,6-dimethyl-4-pyridyl)thiazol-2-yl]-3-methylsulfonyl-pyrrolidine-1-carboxamide C(#N)C=1C=C(C=CC1)C=1N=C(SC1C1=CC(=NC(=C1)C)C)NC(=O)N1C[C@@H](CC1)S(=O)(=O)C